N[C@@H](CO)CC |r| racemic-2-aminobutan-1-ol